FC1=C(OC2=CC(=NC=C2)C(=O)N[C@H]2[C@@H]3[C@H](C4=C(N(C2=O)C)N=CC=C4)C3)C=CC=C1 4-(2-fluorophenoxy)-N-((1aS,2S,8bR)-4-methyl-3-oxo-1,1a,2,3,4,8B-hexahydrocyclopropa[d]pyrido[2,3-B]azepin-2-yl)picolinamide